4-Phenylsulphonylphenol C1(=CC=CC=C1)S(=O)(=O)C1=CC=C(C=C1)O